C(C)(=O)N1CC(C1)C1=NSC(=C1C(F)(F)F)C(=O)NC=1C=NC(=C(C1)C#N)N1N=CC=N1 3-(1-acetylazetidin-3-yl)-N-[5-cyano-6-(1,2,3-triazol-2-yl)pyridin-3-yl]-4-(trifluoromethyl)-1,2-thiazole-5-carboxamide